3-(9H-fluoren-9-ylmethoxycarbonyl-amino)-4,4,4-trifluorobutanoic acid C1=CC=CC=2C3=CC=CC=C3C(C12)COC(=O)NC(CC(=O)O)C(F)(F)F